(1,1-Dideutero-2,2-difluoro-ethyl) 4-methylbenzenesulfonate CC1=CC=C(C=C1)S(=O)(=O)OC(C(F)F)([2H])[2H]